Methyl 2-[[4-[6-[[5-[2-(1-methylpyrazol-4-yl) ethynyl]-2-thienyl]methoxy]-2-pyridyl]-1-piperidyl]methyl]-3-[[(2S)-oxetan-2-yl]methyl]benzimidazole-5-carboxylate CN1N=CC(=C1)C#CC1=CC=C(S1)COC1=CC=CC(=N1)C1CCN(CC1)CC=1N(C2=C(N1)C=CC(=C2)C(=O)OC)C[C@H]2OCC2